FC1=C(C(=C(C(=C1B=S)F)F)F)F (pentafluorophenyl)boron sulfide